C[Si](CCOCN1C=CC2=C1N=CN=C2C=2C(=NNC2)N2C(C1=CC=CC=C1C2=O)=O)(C)C 2-{4-[7-{[2-(trimethylsilyl)ethoxy]methyl}-7H-pyrrolo[2,3-d]pyrimidin-4-yl]-1H-pyrazol-3-yl}isoindole-1,3-dione